((S)-2-((S)-1-(4-fluorophenyl)-3,4-dihydroisoquinolin-2(1H)-yl)-4,5-dihydrooxazol-4-yl)azetidine-1-carboxylate FC1=CC=C(C=C1)[C@@H]1N(CCC2=CC=CC=C12)C=1OC[C@@H](N1)OC(=O)N1CCC1